2,2,2-trifluoro-N-(3-(3-nitro-4-(1-oxo-1,2,3,4-tetrahydroisoquinolin-6-yl)-1H-pyrazol-1-yl)phenyl)acetamide FC(C(=O)NC1=CC(=CC=C1)N1N=C(C(=C1)C=1C=C2CCNC(C2=CC1)=O)[N+](=O)[O-])(F)F